2-[2-[4-[2,3-difluoro-4-(4,4,5,5-tetramethyl-1,3,2-dioxaborolan-2-yl)phenyl]-3-methyl-pyrazol-1-yl]ethyl]-6-methoxy-pyridine FC1=C(C=CC(=C1F)B1OC(C(O1)(C)C)(C)C)C=1C(=NN(C1)CCC1=NC(=CC=C1)OC)C